4-(3-trifluoromethylbenzyloxy)-3-(pyridin-3-ylamino)benzo[d]isoxazole FC(C=1C=C(COC2=CC=CC3=C2C(=NO3)NC=3C=NC=CC3)C=CC1)(F)F